4-(4-fluorophenoxy)pyrrolidine-2-carboxamide FC1=CC=C(OC2CC(NC2)C(=O)N)C=C1